C1(CCCCC1)P(C1(C(=CC=CC1)C1=CC=CC=C1)N(C)C)C1CCCCC1 2-(dicyclohexyl-phosphino)-2-(N,N-dimethylamino)-1,1-biphenyl